N1C(=O)NC=2N=C(NC2C1=O)C(=O)[O-].C=C.[K+] potassium ethylene xanthinate